(3-phenylbicyclo[1.1.1]pentan-1-yl)methanamine hydrochloride Cl.C1(=CC=CC=C1)C12CC(C1)(C2)CN